ClC1=C(C=C(N=N1)NC(C(C)(C)C)=O)[C@@H](COC)N1C(C2=CC=CC=C2C1=O)=O (S)-N-(6-chloro-5-(1-(1,3-dioxoisoindolin-2-yl)-2-methoxyethyl)pyridazin-3-yl)pivalamide